N-(1-(2-ethoxy-5-fluorophenyl)ethyl)-3-(1-(tetrahydro-2H-pyran-4-yl)-1H-pyrazol-4-yl)pyrazolo[1,5-a]pyrimidin-5-amine C(C)OC1=C(C=C(C=C1)F)C(C)NC1=NC=2N(C=C1)N=CC2C=2C=NN(C2)C2CCOCC2